C([O-])([O-])=O.[Mn+2].C(C)O[Si](CCC1CCC(CC1)C(C)=S)(OCC)OCC.C(C)O[Si](OCC)(OCC)CCC1CCC(CC1)C(C)=S.[Mn+2] 1-(2-triethoxysilyl-1-ethyl)-4-thioacetyl-cyclohexane manganese hemicarbonate